(1R,2S,3R,5R)-3-(4-Amino-5-(1-methyl-1H-pyrazol-3-yl)-7H-pyrrolo[2,3-d]pyrimidin-7-yl)-5-(((3-(phenethylamino)propyl)amino)methyl)cyclopentane-1,2-diol NC=1C2=C(N=CN1)N(C=C2C2=NN(C=C2)C)[C@H]2[C@@H]([C@@H]([C@H](C2)CNCCCNCCC2=CC=CC=C2)O)O